BrC=1C=CC(=C(C1)C(C)=O)F 1-(5-bromo-2-fluoro-phenyl)-ethanone